(2S,4S)-4-fluoro-1-[2-[(3S)-3-[(6-fluoro-5-quinolyl)amino]pyrrolidin-1-yl]acetyl]pyrrolidine-2-carbonitrile F[C@H]1C[C@H](N(C1)C(CN1C[C@H](CC1)NC1=C2C=CC=NC2=CC=C1F)=O)C#N